C1(CC1)C1=CC=C(C=C1)NC(COC)=O N-(4-cyclopropylphenyl)-2-methoxyacetamide